NC=1C(=C(C=C2C=C(N=CC12)NC=1C=C2C(N(C(C2=C(C1)F)=O)C)(C)C)C1=C(C2=C(OCCN2)N=C1)C)F 5-((8-Amino-7-fluoro-6-(8-methyl-2,3-dihydro-1H-pyrido[2,3-b][1,4]oxazin-7-yl)Isoquinolin-3-yl)amino)-7-fluoro-2,3,3-trimethylisoindolin-1-one